8-chloro-2-fluoro-3-methyl-1,5-naphthyridine ClC=1C=CN=C2C=C(C(=NC12)F)C